FC(C1(CC1)CCON1N=CC=C1)(F)F 2-[1-(trifluoromethyl)cyclopropyl]ethoxyl-1H-pyrazole